benzyl (1S,3S,5S)-2-(N-(4-methoxy-4-oxobutanoyl)-O-phenyl-L-homoserylglycyl)-5-methyl-2-azabicyclo[3.1.0]hexane-3-carboxylate COC(CCC(=O)N[C@@H](CCOC1=CC=CC=C1)C(=O)NCC(=O)N1[C@H]2C[C@]2(C[C@H]1C(=O)OCC1=CC=CC=C1)C)=O